Rac-tert-butyl (3aR,6aR)-5-((2-methyl-6-(trifluoromethyl)pyridin-3-yl)sulfonyl)hexahydropyrrolo[3,4-c]pyrrole-2(1H)-carboxylate CC1=NC(=CC=C1S(=O)(=O)N1C[C@@H]2[C@@H](C1)CN(C2)C(=O)OC(C)(C)C)C(F)(F)F |r|